3,5-dimethylphenyl 4-(4,9,10-tris(trifluoromethyl)perylen-3-yl)butanoate FC(C=1C2=C(C=CC=3C=4C=CC(=C5C(=CC=C(C(=CC1)C23)C54)C(F)(F)F)C(F)(F)F)CCCC(=O)OC5=CC(=CC(=C5)C)C)(F)F